COC=1C=C(C=C2C=NN(C12)C)CN (7-methoxy-1-methyl-indazol-5-yl)methanamine